4-((1S,3S)-3-(3-(6-fluoro-5-(trifluoromethyl)pyridin-3-yl)-1-isopropyl-1H-1,2,4-triazol-5-yl)cyclopentyl)morpholine FC1=C(C=C(C=N1)C1=NN(C(=N1)[C@@H]1C[C@H](CC1)N1CCOCC1)C(C)C)C(F)(F)F